1-(4H-benzo[d][1,3]dioxin-7-yl)cyclopropane O1COCC2=C1C=C(C=C2)C2CC2